CC1C(C)=C2C(=C(C)C=1O)CC[C@@](C)(CCC[C@H](C)CCC[C@H](C)CCCC(C)C)O2 α-tocopherol